(2-oxo-1-(2-oxo-2-((1R,2S,4R)-1,7,7-trimethylbicyclo[2.2.1]heptan-2-ylamino)ethyl)-1,2-dihydropyridin-3-yl)hexanediamide O=C1N(C=CC=C1C(C(=O)N)CCCC(=O)N)CC(N[C@@H]1[C@@]2(CC[C@H](C1)C2(C)C)C)=O